ClC1=CC2=C(NC(=N2)C)C=C1Cl 5,6-dichloro-2-methyl-1H-benzimidazole